OC1(C(CCCC1)OC)C#CC1=CC=C(C(=O)OC)C=C1 methyl 4-((1-hydroxy-2-methoxycyclohexyl)ethynyl)benzoate